(S)-1-(Toluene-4-sulfonyl)-pyrrolidine-2-carboxylic acid (4,4-difluoro-cyclohexyl)-(2-methyl-benzothiazol-5-ylmethyl)-amide FC1(CCC(CC1)N(C(=O)[C@H]1N(CCC1)S(=O)(=O)C1=CC=C(C)C=C1)CC=1C=CC2=C(N=C(S2)C)C1)F